FC(C(=O)O)(F)F.N[C@H]1CN(CCC1)C1=NC=2N(C=C1)N=CC2C(=O)NC2=C(C=C(C=C2)N2CCOCC2)OC (R)-5-(3-aminopiperidin-1-yl)-N-(2-methoxy-4-morpholinophenyl)pyrazolo[1,5-a]pyrimidine-3-formamide trifluoroacetate